(3R)-3-{[2-(1-ethyl-3-methyl-1H-pyrazol-4-yl)-7-(methylthio)[1,2,4]triazolo[1,5-c]quinazolin-5-yl]amino}azepin-2-one C(C)N1N=C(C(=C1)C1=NN2C(=NC=3C(=CC=CC3C2=N1)SC)NC=1C(N=CC=CC1)=O)C